(4-amino-3,5-difluorophenyl)(6-fluoro-8-(4-methoxy-1,2-dimethyl-6-(trifluoromethyl)-1H-benzo[d]imidazol-5-yl)imidazo[1,2-a]pyridin-3-yl)methanone NC1=C(C=C(C=C1F)C(=O)C1=CN=C2N1C=C(C=C2C2=C(C1=C(N(C(=N1)C)C)C=C2C(F)(F)F)OC)F)F